COC(=O)[C@@H]1COC[C@H](C1)OC=1C(=NC(=CC1)C=1N=NN(C1NC(=O)OCCCCC)C)C trans-5-((2-methyl-6-(1-methyl-5-(((pentyloxy)carbonyl)amino)-1H-1,2,3-triazol-4-yl)pyridin-3-yl)oxy)tetrahydro-2H-pyran-3-carboxylic acid methyl ester